O1N=CC=C1C1=C2C(=NC=C1OCC1(CN(C1)C(=O)OC(C)(C)C)C)CCO2 tert-butyl 3-({[7-(isoxazol-5-yl)-2,3-dihydrofuro[3,2-b]pyridin-6-yl]oxy}methyl)-3-methylazetidine-1-carboxylate